(S)-1-(4-chloro-2-(trifluoromethyl)phenyl)-2'-(2-ethoxypyridin-3-yl)-7'-(pyrrolidin-3-yl)-7',8'-dihydro-6'H-spiro[piperidine-4,5'-[1,7]naphthyridin]-6'-one ClC1=CC(=C(C=C1)N1CCC2(C=3C=CC(=NC3CN(C2=O)[C@@H]2CNCC2)C=2C(=NC=CC2)OCC)CC1)C(F)(F)F